C1(CCC1)N1C(=NC2=C1C=C(C=C2)C(F)(F)F)NC(CC(C)(C)O)=O N-(1-cyclobutyl-6-(trifluoromethyl)-1H-benzo[d]imidazol-2-yl)-3-hydroxy-3-methylbutanamide